BrC1=C(C=CC2=C1C=C(O2)C(=O)N)N2CCN(CC2)C(C2=CC(=CC(=C2)Cl)Cl)=O 4-bromo-5-[4-(3,5-dichloro-benzoyl)-piperazin-1-yl]-benzofuran-2-carboxylic acid amide